N1=C(C=CC=C1)N1N=CC=C1 1-(2-pyridyl)pyrazol